CNC=1N=CC(=C2C=C(N=CC12)C1(CC1)C(=O)N)C=1OC2=C(N1)C=C(C=C2)OC2CN(C2)S(=O)(=O)C (8-(methylamino)-5-(5-((1-(methylsulfonyl)azetidin-3-yl)oxy)benzo[d]oxazol-2-yl)-2,7-naphthyridin-3-yl)cyclopropanecarboxamide